[N+](=O)([O-])C=1C=C2C(NC(C2=CC1)=O)=O 5-Nitroisoindoline-1,3-dione